7-amino-2-(methoxymethyl)-2,3-dihydrobenzofuran-4-carboxylic acid NC=1C=CC(=C2CC(OC21)COC)C(=O)O